(4R)-4-[3-oxo-3-[7-[[5-(trifluoromethyl)-2-pyridinyl]methyl]-2-azaspiro[3.5]nonan-2-yl]propyl]oxazolidin-2-one O=C(CC[C@H]1NC(OC1)=O)N1CC2(C1)CCC(CC2)CC2=NC=C(C=C2)C(F)(F)F